C(CC)OS(OCCC)(OCCC)CCC[SiH3] tripropoxymercaptopropyl-silane